O=C1N(CC2=CC=C(C=C12)O[C@@H]1CN(CC1)CC=1C=C2C=CC=NC2=CC1)C1CNCCC1 3-(1-Oxo-6-(((S)-1-(quinolin-6-ylmethyl)pyrrolidin-3-yl)oxy)isoindolin-2-yl)-piperidine